OCC1=C(C=NC=C1N1C(C=2N(C=3CCCCC3C2)CC1)=O)C1=CN(C(C(=C1)NC1=NC=C(C=C1)N1CCN(CC1)C1COC1)=O)C 2-{4-Hydroxymethyl-1'-methyl-5'-[5-(4-oxetan-3-yl-piperazin-1-yl)-pyridin-2-ylamino]-6'-oxo-1',6'-dihydro-[3,3']bipyridinyl-5-yl}-3,4,6,7,8,9-hexahydro-2H-pyrazino[1,2-a]indol-1-one